The molecule is an aralkylglucosinolic acid that consists of 1-thio-beta-D-glucopyranose attached to a (2-(3-methoxyphenyl)-N-(sulfooxy)ethanimidoyl group at the anomeric sulfur. It is an aralkylglucosinolic acid and a monomethoxybenzene. It is a conjugate acid of a glucolimnanthin(1-). COC1=CC=CC(=C1)C/C(=N/OS(=O)(=O)O)/S[C@H]2[C@@H]([C@H]([C@@H]([C@H](O2)CO)O)O)O